C(C)C1(COC1)COCC1=CC=C(C=C1)C1=CC=C(C=C1)COCC1(COC1)CC 4,4'-bis(((3-ethyloxetan-3-yl)methoxy)methyl)-1,1'-biphenyl